NC1=NC(=C(C(=N1)O)CC1=C(C=C(CN(CC(=O)OC(C)(C)C)CC(F)(F)F)C=C1)OC)C tert-butyl 2-((4-((2-amino-4-hydroxy-6-methylpyrimidin-5-yl)methyl)-3-methoxybenzyl) (2,2,2-trifluoroethyl)amino)acetate